C(CCCCCCCCCCCCCCC)(=O)OC[C@@H](OO)CO 1-palmitoyl-2-hydroxy-sn-glycerol